C=1C(C=CC2=C3C=CC=CC3=NC12)=O Carbazole-2-one